ClC=1C=C(C=CC1F)NC(N(C(C)C1=CNC(C2=CC(=CC=C12)F)=O)CCS(=O)(=O)N)=O 2-(3-(3-chloro-4-fluorophenyl)-1-(1-(7-fluoro-1-oxo-1,2-dihydroisoquinolin-4-yl)ethyl)ureido)ethane-1-sulfonamide